6-(5-(5-chloropyridin-3-yl)-1,2,4-thiadiazol-3-yl)-2-((3-(piperidin-1-yl)-1,2,4-oxadi-azol-5-yl)methyl)pyridazin-3(2H)-one ClC=1C=C(C=NC1)C1=NC(=NS1)C=1C=CC(N(N1)CC1=NC(=NO1)N1CCCCC1)=O